(S)-2-(tert-butoxycarbonylamino)-3-hydroxypropionic acid C(C)(C)(C)OC(=O)N[C@H](C(=O)O)CO